1-(5-(2-(2-aminopyridin-3-yl)-5-phenyl-3H-imidazo[4,5-b]pyridin-3-yl)picolinoyl)-4-methylpiperidine-4-carboxylic acid NC1=NC=CC=C1C1=NC=2C(=NC(=CC2)C2=CC=CC=C2)N1C=1C=CC(=NC1)C(=O)N1CCC(CC1)(C(=O)O)C